C(C1=CC=CC=C1)OC(=O)NC=1C(N(C=CC1)C=1C=C(C(=O)OC)C=CC1)=O Methyl 3-(3-{[(benzyloxy)carbonyl]amino}-2-oxopyridin-1-yl)benzoate